tert-butyl 8-(2-ethoxy-2-oxo-ethyl)-3,8-diazabicyclo[3.2.1]octane-3-carboxylate C(C)OC(CN1C2CN(CC1CC2)C(=O)OC(C)(C)C)=O